7-chloro-N-cyclopropyl-4-((4-methoxybenzyl)amino)-N-((5-(trifluoromethyl)pyridin-2-yl)methyl)imidazo[1,5-a]quinoxaline-8-carboxamide ClC=1C=C2N=C(C=3N(C2=CC1C(=O)N(CC1=NC=C(C=C1)C(F)(F)F)C1CC1)C=NC3)NCC3=CC=C(C=C3)OC